N1=CC(=CC=C1)OC1=CC=C(C=C1)NC(=O)[C@H]1N(CCC1)C(=O)OC(C)(C)C tert-butyl (2S)-2-[[4-(3-pyridyloxy)phenyl]carbamoyl]pyrrolidine-1-carboxylate